C(CCCCCCCCCCCCCCCC#C)(=O)O 17-octadecynic acid